2-(5'-((diphenylmethylene)amino)-4-hydroxy-2',3'-dihydrospiro[cyclohexane-1,1'-indene]-4-yl)acetic acid tert-butyl ester C(C)(C)(C)OC(CC1(CCC2(CCC3=CC(=CC=C23)N=C(C2=CC=CC=C2)C2=CC=CC=C2)CC1)O)=O